5-(Methylamino)-3-[(1-methyl-2,2-dioxo-3H-2,1-benzothiazol-5-yl)amino]-6-(3-methylimidazo[4,5-c]pyridin-7-yl)pyrazin-2-carboxamid CNC=1N=C(C(=NC1C=1C2=C(C=NC1)N(C=N2)C)C(=O)N)NC=2C=CC1=C(CS(N1C)(=O)=O)C2